BrC1=CC=2N=CN=C(C2N=C1Cl)NC1=CC(=C(C=C1)OC1=CC=2N(C=C1)C=CN2)C 7-bromo-6-chloro-N-(4-{imidazo[1,2-a]pyridin-7-yloxy}-3-methylphenyl)pyrido[3,2-d]pyrimidin-4-amine